4,5-bis(1,3-dioxolan-2-yl)thiophene-2-carbaldehyde O1C(OCC1)C=1C=C(SC1C1OCCO1)C=O